C(C)(C)C=1C(=NNC1C=1C=C(C=2N(C1)N=CN2)C)C(=O)NC2CCC(CC2)NCC2(COC2)C 4-isopropyl-5-(8-methyl-[1,2,4]triazolo[1,5-a]pyridin-6-yl)-N-((1s,4s)-4-(((3-methyloxetan-3-yl)methyl)amino)cyclohexyl)-1H-pyrazole-3-carboxamide